C(C)C1=CC=C(C=C1)OC(OC1=CC=C(C=C1)CC)=O di(4-ethylphenyl)-carbonate